3-methyl-hexynylphthalic anhydride CC(C#CC1=C2C(C(=O)OC2=O)=CC=C1)CCC